5-(3-ethylimidazo[1,2-a]pyrimidin-6-yl)-N-(cis-4-morpholinocyclohexyl)pyrrolo[2,1-f][1,2,4]triazin-2-amine C(C)C1=CN=C2N1C=C(C=N2)C=2C=CN1N=C(N=CC12)N[C@@H]1CC[C@@H](CC1)N1CCOCC1